2,5-dihexylterephthalaldehyde C(CCCCC)C1=C(C=O)C=C(C(=C1)C=O)CCCCCC